2-aminoethylethylether NCCOCC